O=C1C=CC(=CN1C1=CC=CC=C1)NC(=O)C12CC3CC(CC(C1)C3)C2 (3r,5r,7r)-N-(6-oxo-1-phenyl-1,6-dihydropyridin-3-yl)adamantane-1-carboxamide